fluoro-2,2-dinitroethylacrylate FC=C(C(=O)[O-])CC([N+](=O)[O-])[N+](=O)[O-]